(R)-5-bromo-15-methyl-11-thia-3,6,14,17-tetraazatetracyclo[8.8.0.02,7.012,18]octadeca-1,3,5,7,9,12(18)-hexaen-13-one BrC=1C=NC2=C3C=4NC[C@H](NC(C4SC3=CC=C2N1)=O)C